dimethyl-3-(2,2,2-trifluoroethyl)-1,6,9,12-tetraazabicyclo[11.3.1]heptadecane CC1(N2CCCC(NCCNCCNCCC1CC(F)(F)F)C2)C